ClC1=C(C=C2CCN(CC2=C1)C)NC=1N=NC(=C(N1)NC1=C(C=CC=C1)S(=O)(=O)C(C)C)C(=O)N ((7-chloro-2-methyl-1,2,3,4-tetrahydroisoquinolin-6-yl)amino)-5-((2-(isopropylsulfonyl)phenyl)amino)-1,2,4-triazine-6-carboxamide